2-[(3-Methyl-1,2,4-triazolo[3,4-a]phthalazin-6-yl)amino]-ethanol CC1=NN=C2N1N=C(C1=CC=CC=C21)NCCO